(4-(2-(2,6-dioxopiperidin-3-yl)-1-oxoisoindolin-4-yl)but-3-yn-1-yl)-6-methoxy-5-(4,4,5,5-tetramethyl-1,3,2-dioxaborolan-2-yl)picolinamide O=C1NC(CCC1N1C(C2=CC=CC(=C2C1)C#CCCC=1C(=NC(=C(C1)B1OC(C(O1)(C)C)(C)C)OC)C(=O)N)=O)=O